N-((S)-8,9-difluoro-6-oxo-1,4,5,6-tetrahydro-2H-pyrano[3,4-c]isoquinolin-1-yl)-6-fluoro-4-((S)-1-hydroxyethyl)-N-methyl-1H-indole-2-carboxamide FC=1C(=CC=2C3=C(NC(C2C1)=O)COC[C@H]3N(C(=O)C=3NC1=CC(=CC(=C1C3)[C@H](C)O)F)C)F